1h,2h,3h,4h,5h,6h-pyrrolo[3,4-c]Pyrrole C1NCC2=C1CNC2